C1(CC1)N1C(C2=C(C=C1)NC(=C2C2=CC=C(C=C2)F)C2=CC(=NC=C2)NC(C(CC(F)F)C2=CC=C(C=C2)F)=O)=O (-)-N-{4-[5-cyclopropyl-3-(4-fluorophenyl)-4-oxo-4,5-dihydro-1H-pyrrolo[3,2-c]pyridin-2-yl]pyridin-2-yl}-4,4-difluoro-2-(4-fluorophenyl)butanamide